phenylimidazo[1,2-a]pyrazine C1(=CC=CC=C1)C=1N=C2N(C=CN=C2)C1